1-(2-phenyl-2-(2-methylphenyl)vinyl)tetrahydro-1H-thiophen-1-ium triflate [O-]S(=O)(=O)C(F)(F)F.C1(=CC=CC=C1)C(=C[S+]1CCCC1)C1=C(C=CC=C1)C